C(C)(C)(C)C=1C=C(CN(C(CN(S(=O)(=O)C2=C(C(=C(C(=C2F)F)F)F)F)CC2=CC=C(C=C2)Cl)=O)C=2C=NC(=CC2)O)C=C(C1)C1CC1 N-(3-(tert-butyl)-5-cyclopropylbenzyl)-2-(N-(4-chlorobenzyl)-(2,3,4,5,6-pentafluorophenyl)sulfonamido)-N-(6-hydroxypyridin-3-yl)acetamide